BrCC1=NC=CC=C1Br 2-(bromomethyl)pyridylbromide